N-(2-cyanoethyl)imidazole C1=CN(C=N1)CCC#N